CC(C(=O)NCCOC(=O)NCCCCCCNC(=O)OCCNC(=O)C(=C)C)=C bis[2-(2-methyl-acrylamino)-ethoxycarbonyl]-hexamethylenediamine